N-(2-(2-methoxyphenyl)-1-methyl-1H-pyrrolo[2,3-c]pyridin-5-yl)-2-((4-methylpiperazin-1-yl)methyl)cyclopropane-1-carboxamide COC1=C(C=CC=C1)C1=CC=2C(=CN=C(C2)NC(=O)C2C(C2)CN2CCN(CC2)C)N1C